ClC1=C(C=C(C=N1)C(=O)[O-])[N+](=O)[O-] 6-Chloro-5-nitropyridine-3-carboxylate